N-((6-chloro-3-pyridinyl)methyl)-1-((3-((3-cyano-1-azetidinyl)sulfonyl)phenyl)carbonyl)-D-prolinamide ClC1=CC=C(C=N1)CNC([C@@H]1N(CCC1)C(=O)C1=CC(=CC=C1)S(=O)(=O)N1CC(C1)C#N)=O